COC(O[Si](C)(C)COC(C=CC1=NN=NC=C1)=O)C1=CC=CC=C1 methoxyphenyl-triazineacryloxymethyldimethylmethoxysilane